O(I)I.[La] lanthanum oxyiodide